O=CCCCNC(=O)C=1NC2=CC=CC=C2C1 N-(4-oxobutyl)-1H-indole-2-carboxamide